2-[3-[6-[3-(3,4-difluorophenyl)-1H-pyrazol-4-yl]-1,5-naphthyridin-3-yl]pyrazol-1-yl]-N-methyl-ethanamine FC=1C=C(C=CC1F)C1=NNC=C1C=1N=C2C=C(C=NC2=CC1)C1=NN(C=C1)CCNC